1-bromo-8-chlorodibenzo[b,d]Furan BrC1=CC=CC=2OC3=C(C21)C=C(C=C3)Cl